CC1=C(C=C(C=C1)C1=NN=C(N1)C1=CC=CC=C1)S(=O)(=O)N1CCC(CC1)C(C)O (1-((2-methyl-5-(5-phenyl-4H-1,2,4-triazol-3-yl)phenyl)sulfonyl)piperidin-4-yl)ethan-1-ol